3-ethyl-8-(3-methoxy-4-(3-methyl-4-(4-methylpiperazin-1-yl)piperidin-1-yl)phenyl)-N2-(tetrahydro-2H-pyran-4-yl)pyrido[3,4-b]pyrazine-2,5-diamine C(C)C1=C(N=C2C(=N1)C(=NC=C2C2=CC(=C(C=C2)N2CC(C(CC2)N2CCN(CC2)C)C)OC)N)NC2CCOCC2